ClC1=CC=C2C(=N1)SC(=C2)C(=O)NC=2C=CC=1N(C2)C=C(N1)C 6-chloro-N-(2-methylimidazo[1,2-a]pyridin-6-yl)thieno[2,3-b]pyridine-2-carboxamide